dimethyl 4,4'-thiobis(3,5-difluorobenzoate) S(C1=C(C=C(C(=O)OC)C=C1F)F)C1=C(C=C(C(=O)OC)C=C1F)F